5-(3,4,5-trimethoxytolyl)-1,3,4-thiadiazol-2-amine COC=1C(=C(C=C(C1OC)OC)C)C1=NN=C(S1)N